NC1=NC=2C=CC(=CC2C2=C1COC2)C(=O)N(CC)[C@H](C)C=2C=NC(=CC2)Cl 4-amino-N-((1R)-1-(6-chloro-3-pyridinyl)ethyl)-N-ethyl-1,3-dihydrofuro[3,4-c]quinoline-8-carboxamide